N=1C=NN2C1C=CC(=C2)C2=CC(=NN2C2=NC(=CC=C2)C)CC(=O)NC2=CC=C(C=C2)S(=O)(=O)C 5-([1,2,4]Triazolo[1,5-a]pyridin-6-yl)-N-(4-(methylsulfonyl)phenyl)-1-(6-methyl-pyridin-2-yl)-1H-pyrazol-3-carboxyamid